BrC1=C(C=C2CCN(C(C2=C1)C(=O)O)C(C(=O)OCC)=O)OC 7-bromo-2-(2-ethoxy-2-oxoacetyl)-6-methoxy-1,2,3,4-tetrahydroisoquinoline-1-carboxylic acid